(R)-2-(4-fluorophenyl)pyrrolidine hydrochloride Cl.FC1=CC=C(C=C1)[C@@H]1NCCC1